C(OCC)(ON1C(CCC1=O)=O)=O ethyl (2,5-dioxopyrrolidin-1-yl) carbonate